NC1=C(C#N)C=C(C=C1)C1=NN(C=N1)C1=CC=C(C=C1)OC(F)(F)F 2-amino-5-(1-(4-(trifluoromethoxy)phenyl)-1H-1,2,4-triazol-3-yl)benzonitrile